tert-Butyl N-[6-hydroxy-6,19-bis(trifluoromethyl)-17,23-dioxa-3,4,22-triazatetracyclo[16.3.1.12,5.011,16]tricosa-1(22),2,4,11(16),12,14,18,20-octaen-21-yl]carbamate OC1(C2=NN=C(C=3C(=CC(=C(OC=4C=CC=CC4CCCC1)N3)C(F)(F)F)NC(OC(C)(C)C)=O)O2)C(F)(F)F